C(=C)S(=O)(=O)CCN 2-(vinyl-sulfonyl)-ethylamine